ClC1=NC(=CC(=C1)C=1N([C@@H](COC1)C)C(=O)OC(C)(C)C)Cl tert-butyl (R)-5-(2,6-dichloropyridin-4-yl)-3-methyl-2,3-dihydro-4H-1,4-oxazine-4-carboxylate